C([C@@H]1[C@H]([C@@H]([C@H]([C@H](O1)O[C@H](CO)COP(=O)(O)O)O)O)O)O The molecule is a glucosylglycerol phosphate consisting of sn-glycerol 3-phosphate having an alpha-D-glucosyl residue attached at position 2. It is a conjugate acid of a 2-O-(alpha-D-glucosyl)-sn-glycerol 3-phosphate(2-).